2-azaspiro[3.3]hept-6-ylcarbamic acid tert-butyl ester C(C)(C)(C)OC(NC1CC2(CNC2)C1)=O